CC1=CC(=NC=C1)CCCCC 4-methyl-2-pentylpyridine